2-(dibenzothiophene-4-yl)-4-(9,9-dimethylfluorene-2-yl)-6-(4'-phenyl-1,1'-biphenyl-3-yl)-1,3,5-triazine C1=CC=C(C=2SC3=C(C21)C=CC=C3)C3=NC(=NC(=N3)C3=CC=2C(C1=CC=CC=C1C2C=C3)(C)C)C=3C=C(C=CC3)C3=CC=C(C=C3)C3=CC=CC=C3